C(C)C1=CC=C(C=C1)C1=CC=C(O1)C(=O)NC(C)C 5-(4-ethylphenyl)-N-isopropylfuran-2-carboxamide